C(C(=O)[O-])(=O)[O-].C(C(=O)O)(=O)O.C(C(=O)[O-])(=O)[O-].[Mn+3].[NH4+] ammonium manganese (III) trioxalate